C(C1=CC=CC=C1)C=1C=CC(CC1)(C)F 1-benzyl-4-fluoro-4-methyl-4,5-dihydrobenzol